C1(NC(C2=CC=CC=C12)=O)=O isoindoline-1,3-di-one